bicyclo[4.3.0]-nonanedimethanol C12(C(CCCC2CCC1)CO)CO